The molecule is a member of the class of lipid As that is lipid IVA in which one of the free OH groups on the two N-hydroxytetradecanoyl groups is carrying a palimitoyl group. It derives from a lipid IVA. CCCCCCCCCCCCCCCC(=O)O[C@H](CCCCCCCCCCC)CC(=O)N[C@@H]1[C@H]([C@@H]([C@H](O[C@@H]1OP(=O)(O)O)CO[C@H]2[C@@H]([C@H]([C@@H]([C@H](O2)CO)OP(=O)(O)O)OC(=O)C[C@@H](CCCCCCCCCCC)O)NC(=O)C[C@@H](CCCCCCCCCCC)O)O)OC(=O)C[C@@H](CCCCCCCCCCC)O